ClC=1C=NN2C1N=CC(=C2C2CCCC2)NC(=O)NC=2C=NC(=C(C2)C)C2=NOC(=N2)CCCC=O N-(3-chloro-7-cyclopentylpyrazolo[1,5-a]pyrimidin-6-yl)-N'-{5-methyl-6-[5-(4-oxobutyl)-1,2,4-oxadiazol-3-yl]pyridin-3-yl}urea